C(CCC)[Sn](N(CC)CC)(CCCC)CCCC Tributyl-(diethylamino)tin